4-hydroxy-2E-nonenal CCCCCC(/C=C/C=O)O